ClC=1N=C(C2=C(N1)C=CC=N2)NCC#C 2-chloro-N-prop-2-ynylpyrido[3,2-d]pyrimidin-4-amine